2-(2,4-Dinitrophenylthio)benzothiazole [N+](=O)([O-])C1=C(C=CC(=C1)[N+](=O)[O-])SC=1SC2=C(N1)C=CC=C2